2-(4-bromo-3-chloro-phenoxy)-N-isopropyl-acetamide BrC1=C(C=C(OCC(=O)NC(C)C)C=C1)Cl